5,6-dichloro-3-(1H-imidazol-1-yl)-2-(5-(trifluoromethyl)-1H-1,2,4-triazol-3-yl)-1H-indole ClC=1C=C2C(=C(NC2=CC1Cl)C1=NNC(=N1)C(F)(F)F)N1C=NC=C1